CC1(CC1)N1C(C(=CC=C1)C(=O)O)=O 1-(1-methylcyclopropyl)-2-oxo-1,2-dihydropyridine-3-carboxylic acid